ClC=1C=C2C(=NC=NC2=CC1)N1CC=2C=C(C=NC2CC1)C=1C=NC(=CC1C)F 6-chloro-4-(3-(6-fluoro-4-methylpyridin-3-yl)-7,8-dihydro-1,6-naphthyridin-6(5H)-yl)quinazoline